NC=1C(=NN(C1C(=O)N)C1=CC=C(C=C1)CNC(C1=C(C=CC(=C1)F)OC)=O)C1COCCC1 4-amino-1-(4-((5-fluoro-2-methoxybenzamido)methyl)phenyl)-3-(tetrahydro-2H-pyran-3-yl)-1H-pyrazole-5-carboxamide